C(=O)O.NC1=CN=NC2=CC(=CC=C12)C=1C=C(C=CC1N1N=CN=C1)B(O)O [3-(4-aminocinnolin-7-yl)-4-(1,2,4-triazol-1-yl)phenyl]boronic acid formic acid salt